(3r,4r)-4-({5-fluoro-4-[2-methyl-1-(propane-2-yl)-1H-benzoimidazol-6-yl]pyrimidin-2-yl}amino)-1-(methylsulfonyl)piperidin-3-ol FC=1C(=NC(=NC1)N[C@H]1[C@@H](CN(CC1)S(=O)(=O)C)O)C=1C=CC2=C(N(C(=N2)C)C(C)C)C1